1-((2S,5R)-5-((5-chloro-2-((1-(2,2-difluoroethyl)-1H-pyrazol-4-yl)amino)-7H-pyrrolo[2,3-d]pyrimidin-4-yl)amino)-2-methylpiperidin-1-yl)prop-2-en-1-one ClC1=CNC=2N=C(N=C(C21)N[C@@H]2CC[C@@H](N(C2)C(C=C)=O)C)NC=2C=NN(C2)CC(F)F